NC=1C=C(C(=O)NCCN2CCC2)C=C(C1)C(F)(F)F 3-amino-N-(2-(azetidin-1-yl)ethyl)-5-(trifluoromethyl)benzamide